3-Cyano-2-isopropenyl-6-methyl-N-[1-(1-methylpyrazol-4-yl)indazol-6-yl]benzamide C(#N)C=1C(=C(C(=O)NC2=CC=C3C=NN(C3=C2)C=2C=NN(C2)C)C(=CC1)C)C(=C)C